3-(methacryloyloxy)propyldimethylmethoxysilane C(C(=C)C)(=O)OCCC[Si](OC)(C)C